phenyl-oxo-ethyl-thiopheneamide C1(=CC=CC=C1)C=1C(=C(SC1)C(=O)N=O)CC